Tert-butyl 2-(3-hydroxypropyl)-7-azaspiro[3.5]nonane-7-carboxylate OCCCC1CC2(C1)CCN(CC2)C(=O)OC(C)(C)C